4-[2-ethoxyethyl-[4-(5,6,7,8-tetrahydro-1,8-naphthyridin-2-yl)butyl]amino]-2-[[3-(trifluoromethyl)pyrazine-2-carbonyl]amino]butanoic acid C(C)OCCN(CCC(C(=O)O)NC(=O)C1=NC=CN=C1C(F)(F)F)CCCCC1=NC=2NCCCC2C=C1